4-[4-(4-bromo-2,6-difluorophenyl)-3,6-dihydropyridin-1(2H)-yl]-2-(trifluoromethyl)benzonitrile BrC1=CC(=C(C(=C1)F)C=1CCN(CC1)C1=CC(=C(C#N)C=C1)C(F)(F)F)F